2,7-dinitropyrene [N+](=O)([O-])C1=CC2=CC=C3C=C(C=C4C=CC(=C1)C2=C43)[N+](=O)[O-]